C(C)(=O)N1CCC(CC1)C1=C(C=C(C=C1)NC=1N=CC=2C(N(C=3N(C2N1)CCN3)C3=C(C=CC=C3Cl)Cl)=O)C 2-((4-(1-acetylpiperidin-4-yl)-3-methylphenyl)amino)-6-(2,6-dichlorophenyl)-8,9-dihydroimidazo[1,2-a]pyrimido[5,4-e]pyrimidin-5(6H)-one